tert-butyl 4-(6-bromo-3-chloroquinolin-4-yl)piperazine-1-carboxylate BrC=1C=C2C(=C(C=NC2=CC1)Cl)N1CCN(CC1)C(=O)OC(C)(C)C